6-Iodo-4,4-dimethyl-1-(propan-2-yl)-1,2,3,4-tetrahydroquinolin-2-one IC=1C=C2C(CC(N(C2=CC1)C(C)C)=O)(C)C